benzyl 4-[3-(tert-butoxycarbonylamino)cyclobutyl]piperazine-1-carboxylate C(C)(C)(C)OC(=O)NC1CC(C1)N1CCN(CC1)C(=O)OCC1=CC=CC=C1